(6-chloro-4-(4-(hydroxymethyl)-4-methylpiperidin-1-yl)pyridin-3-yl)pent-4-yn-2-ol benzyl-4-[2-(2-benzyloxyethoxy)ethoxy]piperidine-1-carboxylate C(C1=CC=CC=C1)C1N(CCC(C1)OCCOCCOCC1=CC=CC=C1)C(=O)OC(CC=1C=NC(=CC1N1CCC(CC1)(C)CO)Cl)CC#C